O1CCC(CC1)CN1N=CC(=C1)C=O 1-(tetrahydropyran-4-ylmethyl)pyrazole-4-carbaldehyde